C(C(=C)C)(=O)N[C@@H](CCC(N)=O)C(=O)O methacryloylglutamine